Bis-trifluoromethyl-benzene FC(F)(F)C1=C(C=CC=C1)C(F)(F)F